2-chloro-4-((1-(hydroxymethyl-d2)cyclobutyl)amino)-6,7-dihydrothieno[3,2-d]pyrimidine ClC=1N=C(C2=C(N1)CCS2)NC2(CCC2)C([2H])([2H])O